P(=O)(OCCC(C(C(C(C(C(F)(F)F)(F)F)(F)F)(F)F)(F)F)(F)F)([O-])[O-] 2-(perfluorohexyl)ethyl phosphate